diisobutyl(1-phenylpropa-1,2-dien-1-yl)phosphine oxide C(C(C)C)P(C(=C=C)C1=CC=CC=C1)(CC(C)C)=O